ClC1=CC=C2C(=NC=3N(C2=C1)C=NN3)N(C=3C=C(C=CC3)C3=CC=C(C=C3)NC(C(C)(C)C)=O)C N-(3'-((8-chloro-[1,2,4]triazolo[4,3-a]quinazolin-5-yl)(methyl)amino)-[1,1'-biphenyl]-4-yl)pivalamide